FC1=C(CC=2NC(=NN2)C(=O)OCC)C=CC=C1C(F)(F)F ethyl 5-(2-fluoro-3-trifluoromethylbenzyl)-4H-1,2,4-triazole-3-carboxylate